N1=C(C=CC=C1)CCSCCCCCSCCC1=NC=CC=C1 2-[2-[5-[2-(2-Pyridyl)ethylsulfanyl]pentylsulfanyl]ethyl]pyridin